Naphthalenephthalic anhydride C1(=CC=CC2=CC=CC=C12)C=1C=CC=C2C1C(=O)OC2=O